FC(C1=CC(=NO1)C(=O)NC1C(N(C2=C(OC1)C=CC=C2)C)=O)(C2=CC=CC=C2)F 5-(difluoro(phenyl)methyl)-N-(5-methyl-4-oxo-2,3,4,5-tetrahydrobenzo[b][1,4]oxazepin-3-yl)isoxazole-3-carboxamide